(R)-2-fluoro-N-(8-methylisoquinolin-1-yl)-N-(piperidin-3-yl)-4-(5,6,7,8-tetrahydro-[1,2,4]triazolo[4,3-a]pyridin-3-yl)benzamide FC1=C(C(=O)N([C@H]2CNCCC2)C2=NC=CC3=CC=CC(=C23)C)C=CC(=C1)C1=NN=C2N1CCCC2